NC1=NC2=C(N1C[C@@H](CCCCC1=C(C=NN1C)C1=NC(=CC(=C1)C(=O)OC)C)C)C=C(C=C2)Br methyl 2-[5-[(5R)-6-(2-amino-6-bromo-benzimidazol-1-yl)-5-methyl-hexyl]-1-methyl-pyrazol-4-yl]-6-methyl-pyridine-4-carboxylate